C1=C(C=CC2=CC=CC=C12)C(=C)NC(C)=O N-(1-naphthalen-2-yl)vinylacetamide